C(C)(C)(C)OC(NC/C(=C\F)/CS(=O)(=O)C1=CC(=CC=C1)Br)=O (E)-(2-(((3-bromophenyl)sulfonyl)methyl)-3-fluoroallyl)carbamic acid tert-butyl ester